O[C@@](C#CC1=C(C=C(C(=O)OC)C=C1)OC)(CC)COC |o1:1| (rel)-(R)-methyl 4-(3-hydroxy-3-(methoxymethyl) pent-1-yn-1-yl)-3-methoxybenzoate